ClCCCCCCCCN(C)CCCCCCCCCl 8-chloro-N-(8-chlorooctyl)-N-methyloctan-1-amine